(R)-2-(3-(cyclobutyl(4-methyl-4H-1,2,4-triazol-3-yl)methyl)phenyl)-4-(trifluoromethyl)isoindolin-1-one C1(CCC1)[C@H](C=1C=C(C=CC1)N1C(C2=CC=CC(=C2C1)C(F)(F)F)=O)C1=NN=CN1C